C1=CC=CC=2C3=CC=CC=C3N(C12)C=1C=C(N(C)C)C=C(C1)I 3-(9H-carbazol-9-yl)-5-iodo-N,N-dimethylaniline